(R)-4-(1-cyclopropylethylamino)-2-(tetrahydro-2H-pyran-4-ylamino)pyrimidine-5-carboxamide C1(CC1)[C@@H](C)NC1=NC(=NC=C1C(=O)N)NC1CCOCC1